2-(2-hydroxyethylamino)-2-hydroxymethyl-1,3-propanediol OCCNC(CO)(CO)CO